NC1=C2C(NNC(C2=CC=C1)=O)=O 5-Amino-2,3-dihydro-1,4-phthalazindion